Purine-phosphate P(=O)(O)(O)O.N1=CN=C2N=CNC2=C1